(2R,4R)-1-(2,3-difluorobenzyl)-4-((3-fluoro-4-(2-hydroxypropan-2-yl)-6-((5-methyl-1H-pyrazol-3-yl)amino)pyridin-2-yl)methyl)-2-methylpiperidine-4-carboxylic acid FC1=C(CN2[C@@H](C[C@@](CC2)(C(=O)O)CC2=NC(=CC(=C2F)C(C)(C)O)NC2=NNC(=C2)C)C)C=CC=C1F